methyl (S)-2-(3-(3-oxohexahydroimidazo[1,5-a]pyrazin-2(3H)-yl)bicyclo[1.1.1]pentan-1-yl)acetate O=C1N(C[C@H]2N1CCNC2)C21CC(C2)(C1)CC(=O)OC